3-methoxy-N,N-dimethylpropanoamide COCCC(=O)N(C)C